Sodium (1-(tetrahydro-2H-pyran-4-yl) piperidin-3-yl) methanesulfonate CS(=O)(=O)OC1CN(CCC1)C1CCOCC1.[Na]